1-(4-(4-(5-(6-chloro-2,3-difluorophenyl)-4,5-dihydroisoxazol-3-yl)thiazol-2-yl)piperidin-1-yl)-2-((4-methoxypyrimidin-2-yl)oxy)ethan-1-one ammonium sulfate S(=O)(=O)([O-])[O-].[NH4+].ClC1=CC=C(C(=C1C1CC(=NO1)C=1N=C(SC1)C1CCN(CC1)C(COC1=NC=CC(=N1)OC)=O)F)F.[NH4+]